8-(4-(trifluoromethyl)phenyl)quinoline-3-carboxylic acid FC(C1=CC=C(C=C1)C=1C=CC=C2C=C(C=NC12)C(=O)O)(F)F